ClC=1C(=C(CN2CC3(COC3)C2)C=C(C1)[N+](=O)[O-])C 6-(3-chloro-2-methyl-5-nitrobenzyl)-2-oxa-6-azaspiro[3.3]heptane